(2R)-2-(6-{5-chloro-2-[(1,1-dioxo-1λ6-thian-4-yl)amino]pyrimidin-4-yl}-1-oxo-2,3-dihydro-1H-isoindol-2-yl)-N-[(1S)-2-hydroxy-1-(3-methylphenyl)ethyl]propanamide ClC=1C(=NC(=NC1)NC1CCS(CC1)(=O)=O)C1=CC=C2CN(C(C2=C1)=O)[C@@H](C(=O)N[C@H](CO)C1=CC(=CC=C1)C)C